((3-(1-fluorocyclopropyl)-2-methoxyphenyl)amino)-6-((5-fluoropyridin-2-yl)amino)nicotinic acid methyl ester COC(C1=C(N=C(C=C1)NC1=NC=C(C=C1)F)NC1=C(C(=CC=C1)C1(CC1)F)OC)=O